C(C)(C)(C)OC(=O)N1CC(CC1)CC1=C(C=CC=C1)B(O)O ((1-(TERT-BUTOXYCARBONYL)PYRROLIDIN-3-YL)METHYL)PHENYLBORONIC ACID